C(C)(C)(C)OC1=NC=C(C(=N1)OC(C)(C)C)Br 2,4-di-tert-butoxy-5-bromopyrimidine